(S)-5-(4-chlorophenyl)-2-(4-(1-(3-fluorophenyl)ethoxy)phenyl)-4-methyl-1H-imidazole ClC1=CC=C(C=C1)C1=C(N=C(N1)C1=CC=C(C=C1)O[C@@H](C)C1=CC(=CC=C1)F)C